2-(Methoxymethyl)-N7-[(1R)-tetralin-1-yl]pyrazolo[1,5-a]pyrimidine-3,7-dicarboxamide COCC1=NN2C(N=CC=C2C(=O)N[C@@H]2CCCC3=CC=CC=C23)=C1C(=O)N